C(C)(C)(C)OC(=O)N1CCN(CC1)C=1C=NC(=CC1)C(=O)OC.C(CCCCCCCCCCCCCCCCCCCCCC)[Si](Cl)(Cl)Cl tricosyl-trichlorosilane tert-butyl-4-(6-(methoxycarbonyl)pyridin-3-yl)piperazine-1-carboxylate